NC[C@@]1(OC2=C([C@@H]1C)C(=C(C(=C2)F)Cl)C2=C(OCCO)C=CC(=C2F)F)C2=CC=CC=C2 2-(2-((2S,3S,4S)-2-(aminomethyl)-5-chloro-6-fluoro-3-methyl-2-phenyl-2,3-dihydrobenzofuran-4-yl)-3,4-difluorophenoxy)ethan-1-ol